CN1N=CC2=C1N=C(N(C2=O)C2=CC=CC=C2)S[C@@H](C)C2=CC=CC=C2 (S)-1-methyl-5-phenyl-6-((1-phenylethyl)thio)-1H-pyrazolo[3,4-d]pyrimidin-4(5H)-one